CC1=C(OC=2C=CC(N(C2)C)=O)C(=CC=C1)C 5-(2,6-dimethylphenoxy)-1-methylpyridin-2-one